O,O-bis(4-methylpentan-2-yl) S-Hydrogen Phosphorodithioate P(OC(C)CC(C)C)(OC(C)CC(C)C)(=S)S